FC=1C=CC=C2C(=CNC12)C=1C=C(SC1)C(CCC(=O)O)=O 4-(4-(7-fluoro-1H-indol-3-yl)thiophen-2-yl)-4-oxobutanoic acid